N1N=CC2=CC(=CC=C12)C1=CC2=C(N(C3=C(O2)C=C(C=C3)C=3C=C2C=NNC2=CC3)CCCN3CCOCC3)N=C1 3,7-di(1H-indazol-5-yl)-10-(3-morpholinopropyl)-10H-benzo[b]pyrido[2,3-e][1,4]oxazine